3-{(5-Acetylbenzofuran-2-yl)methyl}benzo[d][1,2,3]triazin-4(3H)-one C(C)(=O)C=1C=CC2=C(C=C(O2)CN2N=NC3=C(C2=O)C=CC=C3)C1